[Fe].C(=O)(O)C1=CC=C(C=C1)NC1=NC(=NC(=N1)NC1=CC=C(C=C1)C(=O)O)NC1=CC=C(C=C1)C(=O)O 2,4,6-tri(p-carboxyphenyl)amino-1,3,5-triazine iron